C(CC1=CC=CC=C1)NC(=O)C1=CC=CC2=NC3=CC=CC=C3N=C12 N-(phenethyl)phenazine-1-carboxamide